8,9-dihydro-7H-purin-8-one N1=CN=C2NC(NC2=C1)=O